(azetidin-3-yl)-2-(methylsulfonyl)ethylcarbamic acid tert-butyl ester C(C)(C)(C)OC(N(CCS(=O)(=O)C)C1CNC1)=O